C(#N)C1=NC(=NC(=C1)NC1=CC(=CC=C1)C#N)N1N=CC(=C1N)C(=O)O 1-{4-cyano-6-[(3-cyanophenyl)amino]pyrimidin-2-yl}-5-amino-1H-pyrazole-4-carboxylic acid